dimethoxydipropylsilane CO[Si](CCC)(CCC)OC